P(=O)(OCC(CCCCCC)CCCC)([O-])[O-] 2-butyloctyl phosphate